4-bromo-5-(4-fluorophenyl)-1-((2-(trimethylsilyl)ethoxy)methyl)-1H-pyrazole BrC=1C=NN(C1C1=CC=C(C=C1)F)COCC[Si](C)(C)C